[Cl-].C(=O)(OCC1C2=CC=CC=C2C2=CC=CC=C12)NCCN mono-Fmocethylenediamine chloride